C1(=CC=CC=C1)C1(C(C(=C(C(=C1F)F)F)F)F)[Ga](C1=C(C(=C(C(=C1F)F)F)F)F)C1=C(C(=C(C(=C1F)F)F)F)F Monophenyl-tris(pentafluorophenyl)gallium